4-chloro-7-nitro-1H-indazol-3-amine ClC1=C2C(=NNC2=C(C=C1)[N+](=O)[O-])N